FC1=C(C=C(C=C1)CN1[C@@H](CN(CC1)C1=C(C(N(C=2C=CC(=NC12)C#N)C)=O)C#N)C)C 8-[(3R)-4-[(4-Fluoro-3-methylphenyl)methyl]-3-methylpiperazin-1-yl]-5-methyl-6-oxo-5,6-dihydro-1,5-naphthyridin-2,7-dicarbonitril